(crotyl) chloride C(C=CC)Cl